C(CC)OC(NCCON)=O propyl-amino-oxyethyl-carbamate